C1(CCC1)N1CC(CCC1)C(=O)C=1C=CC2=C(CCCCC2)C1 (1-Cyclobutylpiperidin-3-yl)(6,7,8,9-tetrahydro-5H-benzo[7]annulen-2-yl)methanone